[I-].O=C1C(N=C2C=CN=C21)=O diketopyrrolopyrrole iodide